N-(2-(5-chloro-1,3-dimethyl-1H-pyrazol-4-yl)pyrimidin-4-yl)-5-isopropyl-8-((2R,3S)-2-methyl-3-((methanesulfonyl)methyl)azetidin-1-yl)isoquinolin-3-amine ClC1=C(C(=NN1C)C)C1=NC=CC(=N1)NC=1N=CC2=C(C=CC(=C2C1)C(C)C)N1[C@@H]([C@H](C1)CS(=O)(=O)C)C